2-(2-(((2S,4S)-1-((2-(dimethylamino)ethoxy)carbonyl)-4-((4-(nonanoyloxy)-3-((nonanoyloxy)methyl)butanoyl)oxy)pyrrolidin-2-yl)methoxy)-2-oxoethyl)propane-1,3-diyl dinonanoate C(CCCCCCCC)(=O)OCC(COC(CCCCCCCC)=O)CC(=O)OC[C@H]1N(C[C@H](C1)OC(CC(COC(CCCCCCCC)=O)COC(CCCCCCCC)=O)=O)C(=O)OCCN(C)C